methyl 7-(pyridine-2-carbonyl)-7-azabicyclo[4.1.1]octane-1-carboxylate N1=C(C=CC=C1)C(=O)N1C2CCCCC1(C2)C(=O)OC